OCCOC=1C=CC(C2=CC3=CC=CC=C3C12)=O 4-(2-hydroxyethyl)-oxyfluorenone